trisilazane [SiH3]N[SiH2]N[SiH3]